C(C1=CC=CC=C1)N1C(=CC=2C3(NC=4C=CC=CC4C21)C(N(C2=CC=C(C=C23)Br)CC2=CC=C(C=C2)C)=O)C (-)-1'-Benzyl-5-bromo-2'-methyl-1-(4-methylbenzyl)-1',5'-dihydrospiro[indoline-3,4'-pyrrolo[3,2-c]quinolin]-2-one